3-((1-methyl-1H-pyrazol-5-yl)methyl)bicyclo[1.1.1]-pentane-1-carboxylic acid CN1N=CC=C1CC12CC(C1)(C2)C(=O)O